2'-bromo-N-(5-(((1s,4s)-4-hydroxy-4-methylcyclohexyl)oxy)-1,3,4-thiadiazol-2-yl)-5'-methoxy-6-methyl-(4,4'-bipyridine)-3-carboxamide BrC1=NC=C(C(=C1)C1=C(C=NC(=C1)C)C(=O)NC=1SC(=NN1)OC1CCC(CC1)(C)O)OC